((4-((R)-2-(4-chloro-2-fluorophenyl)-2-methyl-2H-chromen-8-yl)piperidin-1-yl)methyl)-3-(((S)-oxetan-2-yl)methyl)-3H-imidazo[4,5-c]pyridine-6-carbonitrile ClC1=CC(=C(C=C1)[C@@]1(OC2=C(C=CC=C2C=C1)C1CCN(CC1)CC1=NC2=C(C=NC(=C2)C#N)N1C[C@H]1OCC1)C)F